Di-tert-butyl nonane-3,7-dicarboxylate CCC(CCCC(CC)C(=O)OC(C)(C)C)C(=O)OC(C)(C)C